ClC=1C=CC(=C(C1)CC(=O)NC1=CC(=NC=C1)C(=O)NC1C(CCCC1)O)O 4-[[2-(5-chloro-2-hydroxy-phenyl)acetyl]amino]-N-(2-hydroxycyclohexyl)pyridine-2-carboxamide